N1=CC=C(C2=CC=CC=C12)CC(=O)O 4-Quinolylacetic acid